1,8-dibromo-3,6-dioxaoctane BrCCOCCOCCBr